6-(3-aminoazetidin-1-yl)-N-(4-chloro-3-methoxyphenyl)pyrido[3,2-d]pyrimidin-4-amine NC1CN(C1)C=1C=CC=2N=CN=C(C2N1)NC1=CC(=C(C=C1)Cl)OC